N-(3-(7H-benzo[c]carbazol-7-yl)-2-bromophenyl)-N-(naphthalen-2-yl)naphthalen-2-amine C1=CC=CC=2C=CC=3N(C=4C=CC=CC4C3C21)C=2C(=C(C=CC2)N(C2=CC1=CC=CC=C1C=C2)C2=CC1=CC=CC=C1C=C2)Br